N-({4-amino-1H,3H-furo[3,4-c]quinolin-7-yl}methyl)-6-cyclopropyl-N-(4-fluoro-2-methanesulfonylphenyl)pyridine-3-carboxamide NC1=NC=2C=C(C=CC2C2=C1COC2)CN(C(=O)C=2C=NC(=CC2)C2CC2)C2=C(C=C(C=C2)F)S(=O)(=O)C